1-(4-(((3R,4R,5R,6R)-4,5-dihydroxy-6-(hydroxymethyl)tetrahydro-2H-pyran-3-yl)methyl)piperazin-1-yl)ethan-1-one O[C@@H]1[C@@H](CO[C@@H]([C@@H]1O)CO)CN1CCN(CC1)C(C)=O